2-((1-methyl-1H-pyrazol-4-yl)amino)-4-((2-propylbenzyl)amino)pyrimidin CN1N=CC(=C1)NC1=NC=CC(=N1)NCC1=C(C=CC=C1)CCC